COC=1C(=CC2=C(N=C(S2)C2CCC(CC2)C(=O)OC)C1)NC(C1=NC(=CC=C1)C(F)(F)F)=O (1R,4r)-Methyl 4-(5-methoxy-6-(6-(trifluoromethyl)picolinamido)benzo[d]thiazol-2-yl)cyclohexanecarboxylate